C1(CC1)C(=O)N1[C@@H](CN(CC1)C1=NC(=NC(=C1C#N)NCC(C)C)C=1C=NN(C1)C)C 4-[(3R)-4-(cyclopropylcarbonyl)-3-methylpiperazin-1-yl]-6-[(2-methylpropyl)amino]-2-(1-methyl-1H-pyrazol-4-yl)pyrimidine-5-carbonitrile